C12C(CC(CC1)COC(C(=C)C)=O)O2 4-Epoxycyclohexylmethylmethacrylate